ClC1=C(C=CC(=C1)N1CCC(CC1)CC(OC)OC)C1C(NC(CC1)=O)=O 3-[2-chloro-4-[4-(2,2-dimethoxyethyl)-1-piperidinyl]phenyl]-piperidine-2,6-dione